N-(6-amino-5-ethylpyridin-3-yl)-2-((2R,5S)-5-methyl-2-(quinolin-7-yl)piperidin-1-yl)-2-oxoacetamide NC1=C(C=C(C=N1)NC(C(=O)N1[C@H](CC[C@@H](C1)C)C1=CC=C2C=CC=NC2=C1)=O)CC